ICCOCCN(C(OC(C)(C)C)=O)C tert-butyl (2-(2-iodoethoxy) Ethyl)(methyl)carbamate